2-[4-(4,6-bisbiphenyl-4-yl-[1,3,5]triazin-2-yl)-3-hydroxy-phenoxy]-propionic acid 6-methyl-heptyl ester CC(CCCCCOC(C(C)OC1=CC(=C(C=C1)C1=NC(=NC(=N1)C1=CC=C(C=C1)C1=CC=CC=C1)C1=CC=C(C=C1)C1=CC=CC=C1)O)=O)C